ClC=1N=C2C(=C(C(N(C2=CC1)C)=O)C#N)N1CCN(CC1)CC1=C(C=CC=C1)F 6-chloro-4-{4-[(2-fluorophenyl)methyl]piperazin-1-yl}-1-methyl-2-oxo-1,2-dihydro-1,5-naphthyridine-3-carbonitrile